1-benzhydryl-methylamine C(C1=CC=CC=C1)(C1=CC=CC=C1)CN